CC1=NC(=CC(=N1)N1CC2(C=3C=NC(=CC31)NC(C)=O)CC2)C N-(1'-(2,6-dimethylpyrimidin-4-yl)-1',2'-dihydrospiro[cyclopropane-1,3'-pyrrolo[3,2-c]pyridin]-6'-yl)acetamide